2-(chloromethyl)-1,4-dioxane ClCC1OCCOC1